CNS(=O)(=O)C1=CC(=C(C=C1)OC1=CC=C(C=C1)C(F)(F)F)C=1N=C2N(CCCC2)C1 N-methyl-3-(5,6,7,8-tetrahydroimidazo[1,2-a]pyridin-2-yl)-4-[4-(trifluoromethyl)phenoxy]benzene-1-sulfonamide